2-[(6-imidazo[1,2-a]pyrazin-3-ylquinazolin-4-yl)amino]-2-phenyl-ethanol N=1C=C(N2C1C=NC=C2)C=2C=C1C(=NC=NC1=CC2)NC(CO)C2=CC=CC=C2